C1(CC1)N1C(C=2N(CC1)N=C(C2)NC2=CC(=C(N=N2)C(=O)NC([2H])([2H])[2H])NC2=C(C(=CC=C2)C2=NC=C(C=N2)F)OC)=O 6-((5-cyclopropyl-4-oxo-4,5,6,7-tetrahydropyrazolo[1,5-a]pyrazin-2-yl)amino)-4-((3-(5-fluoropyrimidin-2-yl)-2-methoxyphenyl)amino)-N-trideuteromethylpyridazine-3-carboxamide